4-(5-Cyano-2-methoxyphenyl)-6-methyl-N-(5-(pyridin-2-ylsulfonyl)-5,6-dihydro-4H-pyrrolo[3,4-d]thiazol-2-yl)nicotinamide C(#N)C=1C=CC(=C(C1)C1=CC(=NC=C1C(=O)NC=1SC2=C(N1)CN(C2)S(=O)(=O)C2=NC=CC=C2)C)OC